N1N=C(C2=CC=CC=C12)C=1CCN(CC1)C(=O)OC(C)(C)C tert-butyl 4-(1H-indazol-3-yl)-3,6-dihydropyridine-1(2H)-carboxylate